2-(4-(4-((5-cyclopropyl-3-(2,6-dichlorophenyl)isoxazol-4-yl)methoxy)piperidin-1-yl)phenyl)-1,2,4-triazine-3,5(2H,4H)-dione C1(CC1)C1=C(C(=NO1)C1=C(C=CC=C1Cl)Cl)COC1CCN(CC1)C1=CC=C(C=C1)N1N=CC(NC1=O)=O